NC1=NC(=NC(=N1)C=1C=CC=2N(C1)C(=NC2)C)N[C@@H](CO)C2=C(C=CC=C2)F (R)-2-((4-amino-6-(3-methylimidazo[1,5-a]pyridin-6-yl)-1,3,5-triazin-2-yl)amino)-2-(2-fluorophenyl)ethan-1-ol